COC1=CCOC12CCN(CC2)C(=O)OC(C)(C)C tert-butyl 4-methoxy-1-oxa-8-azaspiro[4.5]dec-3-ene-8-carboxylate